1,1-bis(4-hydroxyphenyl)-4-methyl-cyclohexane OC1=CC=C(C=C1)C1(CCC(CC1)C)C1=CC=C(C=C1)O